2-bromo-N-(5-bromo-1-tetrahydropyran-2-yl-indazol-4-yl)thiazole-5-carboxamide BrC=1SC(=CN1)C(=O)NC1=C2C=NN(C2=CC=C1Br)C1OCCCC1